FC(OC1=CC=C(C=C1)NCC(=O)O)(F)F N-(4-trifluoromethoxyphenyl)glycine